C1(CC1)CN1C(=CC=2C1=NC=CC2)C2=NC1=C(N2C)C(=CC(=C1)C(=O)N1C[C@H]2CC3OC(N[C@H]2[C@H]13)=O)OC (1S,2R,8R)-10-{2-[1-(cyclopropylmethyl)-1H-pyrrolo[2,3-b]pyridin-2-yl]-7-methoxy-1-methyl-1H-1,3-benzodiazole-5-carbonyl}-5-oxa-3,10-diazatricyclo[4.4.0.02,8]decan-4-one